O=C(CC(=O)NC=1C(=C(C(=C(C1I)C(=O)NCC(CO)O)I)C(=O)N)I)NC=1C(=C(C(=C(C1I)C(=O)NCC(CO)O)I)C(=O)N)I 5,5'-[(1,3-dioxo-1,3-propanediyl)diimino]bis[N-(2,3-dihydroxypropyl)-2,4,6-triiodo-1,3-benzenedicarboxamide]